3-chloro-9-(phenyl-d5)phenanthrene ClC=1C=CC=2C=C(C3=CC=CC=C3C2C1)C1=C(C(=C(C(=C1[2H])[2H])[2H])[2H])[2H]